COC=1N=C2C(=C3C(=NC2=CC1OC)CCC3)NC3CCNCC3 N-{2,3-dimethoxy-6H,7H,8H-cyclopenta[b]1,5-naphthyridin-9-yl}piperidin-4-amine